BrC=1C=C(N(C1C)CCCCCl)C#N C4-bromo-1-(4-chlorobutyl)-5-methyl-1H-pyrrole-2-carbonitrile